(2S,4R)-4-hydroxy-1-[(2S)-3-methyl-2-[3-[(4-methyl-4-piperidyl)methoxy]isoxazol-5-yl]butanoyl]-N-[(1S)-1-[4-(4-methylthiazol-5-yl)phenyl]ethyl]pyrrolidine-2-carboxamide O[C@@H]1C[C@H](N(C1)C([C@@H](C(C)C)C1=CC(=NO1)OCC1(CCNCC1)C)=O)C(=O)N[C@@H](C)C1=CC=C(C=C1)C1=C(N=CS1)C